1-[(1S)-1-[(3-nitro-4-quinolinyl)amino]propyl]cyclopentanol [N+](=O)([O-])C=1C=NC2=CC=CC=C2C1N[C@@H](CC)C1(CCCC1)O